(2-hydroxy-4-(methacryloyloxyethoxy)benzophenone) methyl-methacrylate COC(C(=C)C)=O.OC1=C(C(=O)C2=CC=CC=C2)C=CC(=C1)OCCOC(C(=C)C)=O